(S)-1-(2-((S)-3-([1,1'-biphenyl]-2-ylamino)pyrrolidin-1-yl)acetyl)-4,4-difluoropyrrolidine-2-carbonitrile C1(=C(C=CC=C1)N[C@@H]1CN(CC1)CC(=O)N1[C@@H](CC(C1)(F)F)C#N)C1=CC=CC=C1